N1CC(CC2=CC=CC=C12)C(=O)O tetrahydroquinoline-3-carboxylic acid